C1(=CC=CC=C1)C1=C(NC=2C3=C(CCC12)C=CC=C3)C(=O)OC methyl 3-phenyl-4,5-dihydro-1H-benzo[g]indole-2-carboxylate